4-(Aminomethyl)-6-chloro-8-hydroxyphthalazin-1(2H)-one NCC1=NNC(C2=C(C=C(C=C12)Cl)O)=O